Difluoromethylene Phosphate P1(=O)(OC(F)(F)O1)[O-]